(R)-(3,5-dimethoxy-4-((1-phenylethyl)carbamoyl)phenyl)boronic acid COC=1C=C(C=C(C1C(N[C@H](C)C1=CC=CC=C1)=O)OC)B(O)O